NC1=CC=C(C=C1)S(=O)(C1CCC1)=NC(OC(C)(C)C)=O tert-Butyl ((4-aminophenyl)(cyclobutyl)(oxo)-λ6-sulfaneylidene)carbamate